FC(C(=O)O)(F)F.FC(C(=O)O)(F)F.FC(C(=O)O)(F)F.NCCCNC(CC)=O.NCCCNC(CC)=O bis(N-(3-Aminopropyl)Propanamide) tris(2,2,2-Trifluoroacetate)